N-(6-(7-(dimethylamino)-6-fluoro-5-(methylthio)-1H-indazol-4-yl)imidazo[1,2-a]pyrazin-2-yl)-2-fluorocyclopropane-1-carboxamide CN(C=1C(=C(C(=C2C=NNC12)C=1N=CC=2N(C1)C=C(N2)NC(=O)C2C(C2)F)SC)F)C